NCCCOC1=CC(=NC=C1)C1=C(C=C(C#N)C=C1)OC=1N(N=C(C1)C1CC1)C 4-[4-(3-aminopropoxy)pyridin-2-yl]-3-(5-cyclopropyl-2-methylpyrazol-3-yl)oxybenzonitrile